tert-butyl ((1S,3S)-3-((5-(tert-butylamino)-7-cyano-2,6-naphthyridin-3-yl)amino)cyclopentyl)carbamate C(C)(C)(C)NC1=C2C=C(N=CC2=CC(=N1)C#N)N[C@@H]1C[C@H](CC1)NC(OC(C)(C)C)=O